5-((N-methyl-2-((4-(trifluoromethoxy)phenyl)amino)acetamido)methyl)pyrazolo[1,5-a]pyridine-3-carboxamide CN(C(CNC1=CC=C(C=C1)OC(F)(F)F)=O)CC1=CC=2N(C=C1)N=CC2C(=O)N